N(=NC(C(=O)[O-])(C)C)C(C(=O)[O-])(C)C azobisisobutyrate